FC=1C=C(C=O)C=CC1C=1SC(=CC1)I 3-fluoro-4-(5-iodothiophen-2-yl)benzaldehyde